[3-[[4-(pentafluoro-λ6-sulfanyl)phenyl]methoxy]azetidin-1-yl]-[6-[4-(trifluoromethyl)imidazol-1-yl]-2-azaspiro[3.3]heptan-2-yl]methanone FS(C1=CC=C(C=C1)COC1CN(C1)C(=O)N1CC2(C1)CC(C2)N2C=NC(=C2)C(F)(F)F)(F)(F)(F)F